phenyllithium (2,4,6-trimethylbenzoyl)phosphate CC1=C(C(=O)OP(=O)(O)O)C(=CC(=C1)C)C.C1(=CC=CC=C1)[Li]